P(=O)(O)(O)OCC(C(=O)[O-])OP(=O)(O)O bisphosphoglycerate